N1(CCCCC1)CCC(CCC(C)N)N (2-(1-piperidyl)ethyl)pentane-1,4-diamine